para-cresyl benzyl ether C(C1=CC=CC=C1)OC1=CC=C(C=C1)C